CO[C@@H]1CN(C[C@@H]1OC=1C=NN(C1)C)C(=O)OC(C)(C)C |r| rac-tert-butyl (3r,4s)-3-methoxy-4-((1-methyl-1H-pyrazol-4-yl)oxy)pyrrolidine-1-carboxylate